FC(CC)(F)C1=CC(=C(C(=C1)O)C1=C2CC(N(C2=CC=C1C)CC)=O)O 4-(4-(1,1-Difluoropropyl)-2,6-dihydroxyphenyl)-1-ethyl-5-methylindolin-2-one